1,1-dibromo-1-iodoacetone BrC(C(=O)C)(I)Br